O[C@H](COC=1C=C(C=CC1)S(=O)(=O)NC)CNC1COC2(C1)CCN(CC2)S(=O)(=O)C2=C(C=CC=C2)OC 3-((2S)-2-hydroxy-3-(8-(2-methoxyphenylsulfonyl)-1-oxa-8-azaspiro[4.5]decan-3-ylamino)propoxy)-N-methylbenzenesulfonamide